2-(2-Hydroxy-Phenyl)-3H-benzimidazole-5-carboxamide OC1=C(C=CC=C1)C=1NC2=C(N1)C=CC(=C2)C(=O)N